bromodimethyl-bromosulfonium bromide [Br-].BrC[S+](Br)C